tert-butyl (4-oxo-4-((4-(2,3,9-trimethyl-6H-thieno[3,2-f][1,2,4]triazolo[4,3-a][1,4]diazepin-4-yl)phenyl)amino)but-2-yn-1-yl)carbamate O=C(C#CCNC(OC(C)(C)C)=O)NC1=CC=C(C=C1)C1=NCC=2N(C3=C1C(=C(S3)C)C)C(=NN2)C